(4S)-N-benzyloxycarbonyl-5-(3-(benzyloxy)phenyl)-5-hydroxy-4-methyloxazolidine C(C1=CC=CC=C1)OC(=O)N1COC([C@@H]1C)(O)C1=CC(=CC=C1)OCC1=CC=CC=C1